ClC1=NC=NC(=C1C=O)NCC1=CC=C(C=C1)OC 4-chloro-6-((4-methoxybenzyl)amino)pyrimidine-5-carbaldehyde